1-(oxan-2-yl)-4-(pyrrolidin-3-yl)-1H-pyrazole O1C(CCCC1)N1N=CC(=C1)C1CNCC1